6-[5-(6-methyl-2-pyridyl)-1H-imidazol-4-yl]-3-(1,2,3,4-tetrahydroisoquinolin-8-yl)quinoline CC1=CC=CC(=N1)C1=C(N=CN1)C=1C=C2C=C(C=NC2=CC1)C=1C=CC=C2CCNCC12